C(C1=CC=CC=C1)N1CCC(CC1)CCNC(=O)C1CCN(CC1)C1=NC=CC(=C1)C N-[2-(1-benzylpiperidin-4-yl)ethyl]-1-(4-methylpyridin-2-yl)piperidine-4-carboxamide